1,2,3-trimethoxyphenyl isothiocyanate COC1(C(C(=CC=C1)OC)OC)N=C=S